Dimethyl-benzene sulphate S(=O)(=O)(O)O.CC1=C(C=CC=C1)C